CC1=CC=C(C=C1)S(=O)(=O)OC1CN(C1)C1=CC=2N(C=C1)C1=C(N2)C=C(C=C1)C(=C)F 1-(7-(1-Fluorovinyl)benzo[4,5]imidazo[1,2-a]pyridin-3-yl)azetidin-3-yl 4-methylbenzenesulfonate